O1COC2=C1C=CC=C2C[C@@H](CNC(=O)NCCC2=CC=C(C=C2)F)N(C)C ((S)-3-(benzo[d][1,3]dioxol-4-yl)-2-(dimethylamino)propyl)-3-(4-fluorophenethyl)urea